NC=1N=CC2=CC(=CC(=C2C1)N1C[C@H](CC1)NC(C)=O)C1=C(C=CC=C1C)F N-[(3S)-1-[3-Amino-7-(2-fluoro-6-methyl-phenyl)-5-isoquinolyl]pyrrolidin-3-yl]acetamide